FC=1C=C2C(N(C=3N(C2=CC1)C(NN3)=S)CCC3CN(C3)C(=O)OC(C)(C)C)=O tert-butyl 3-(2-(7-fluoro-5-oxo-1-thioxo-1,2-dihydro-[1,2,4]triazolo[4,3-a]quinazolin-4(5H)-yl)ethyl)azetidine-1-carboxylate